methyl 4-(benzyloxy)-2,6-dimethoxy-3,5-dimethylbenzoate C(C1=CC=CC=C1)OC1=C(C(=C(C(=O)OC)C(=C1C)OC)OC)C